2-(6-(((1S,5S,6S,7R)-6-fluoro-3-oxa-9-azabicyclo[3.3.1]nonan-7-yl)(methyl)amino)pyridazin-3-yl)-5-(1-methyl-1H-pyrazol-4-yl)phenol F[C@H]1[C@@H]2COC[C@H](C[C@H]1N(C1=CC=C(N=N1)C1=C(C=C(C=C1)C=1C=NN(C1)C)O)C)N2